tert-butyl (1R,5S,6r)-6-(6-methyl[1,2,4]triazolo[4,3-a]pyridin-3-yl)-3-azabicyclo[3.1.0]hexane-3-carboxylate CC=1C=CC=2N(C1)C(=NN2)C2[C@H]1CN(C[C@@H]21)C(=O)OC(C)(C)C